5(S)-phenyl-4,5-dihydro-pyrazol C1(=CC=CC=C1)[C@@H]1CC=NN1